(3R)-3-[(1S)-1-[[3-(aminomethyl)phenyl]methyl]-2-tert-butoxy-2-oxo-ethyl]pyrrolidine-1-carboxylic acid tert-butyl ester C(C)(C)(C)OC(=O)N1C[C@H](CC1)[C@@H](C(=O)OC(C)(C)C)CC1=CC(=CC=C1)CN